[1,6]naphthyridin N1=CC=CC2=CN=CC=C12